N-benzyl-N-methyl-6-phenyl-5-(pyridin-4-yl)pyrazin-2-amine C(C1=CC=CC=C1)N(C1=NC(=C(N=C1)C1=CC=NC=C1)C1=CC=CC=C1)C